COC1SC2=C(C=NC1)C=CC=C2 methoxy-2,3-dihydro-1,4-benzothiazepine